3-methyl-1-[6-(3,4,5-trifluorophenyl)pyrazolo[4,3-b]pyridin-1-yl]butan-2-one CC(C(CN1N=CC2=NC=C(C=C21)C2=CC(=C(C(=C2)F)F)F)=O)C